ClC=1C=C2C(=CN=C(C2=CN1)O[C@@H]1C[C@@H](C1)S(=O)(=O)C)[C@@H](CC)N[S@@](=O)C(C)(C)C (S)-N-((R)-1-(6-chloro-1-((cis)-3-(methylsulfonyl)cyclobutoxy)-2,7-naphthyridin-4-yl)propyl)-2-methylpropane-2-sulfinamide